ClC1=C(C=C2C(=N1)C=C(N2COCC[Si](C)(C)C)CCl)F 5-chloro-2-(chloromethyl)-6-fluoro-1-((2-(trimethylsilyl)ethoxy)methyl)-1H-pyrrolo[3,2-b]pyridine